ClC=1C=C(C=CC1)[C@@H]1[C@H](C1)C(=O)NC=1N=NC=C(C1)NCC1=CC=C(C=C1)CO |r| rac-(1S*,2S*)-2-(3-chlorophenyl)-N-(5-((4-(hydroxymethyl)benzyl)amino)pyridazin-3-yl)cyclopropane-1-carboxamide